[Cl-].C1(CCCCC1)P(C1CC[N+](CC1)(C)C)C1CCCCC1 4-(dicyclohexylphosphino)-1,1-dimethylpiperidin-1-ium chloride